(R)-6-(5-(((1-(2-chloropyridin-3-yl)ethoxy)carbonyl)amino)-1-methyl-1H-1,2,3-triazol-4-yl)nicotinic acid ClC1=NC=CC=C1[C@@H](C)OC(=O)NC1=C(N=NN1C)C1=NC=C(C(=O)O)C=C1